BrC1=CC=CC(=N1)C1(CCN(CC1)C(=O)OC(C)(C)C)O tert-butyl 4-(6-bromopyridin-2-yl)-4-hydroxypiperidine-1-carboxylate